N-(4-(4-amino-7-(piperidin-4-yl)pyrrolo[2,1-f][1,2,4]triazin-5-yl)-3-fluorophenyl)-2-oxo-1-(pyridin-2-yl)-2,4,6,7-tetrahydro-1H-pyrazolo[5,1-c][1,4]oxazine-3-carboxamide NC1=NC=NN2C1=C(C=C2C2CCNCC2)C2=C(C=C(C=C2)NC(=O)C=2C(N(N1C2COCC1)C1=NC=CC=C1)=O)F